NC(C[C@H](C(C(F)(F)F)=O)NC(OCCCCCC)=O)=O hexyl (R)-(5-amino-1,1,1-trifluoro-2,5-dioxopentan-3-yl)carbamate